(R)-1-(4-(4-((1-(3-(difluoromethyl)-2-fluorophenyl)ethyl)amino)-2,8-dimethylquinolin-6-yl)-3,6-dihydropyridin-1(2H)-yl)ethan-1-one formate C(=O)O.FC(C=1C(=C(C=CC1)[C@@H](C)NC1=CC(=NC2=C(C=C(C=C12)C=1CCN(CC1)C(C)=O)C)C)F)F